2-ethylamino-6-methylsulfanyl-4-tert-butylamino-1,3,5-triazine C(C)NC1=NC(=NC(=N1)NC(C)(C)C)SC